COC(=O)C1=CN(C=2N=CN=C(C21)OC2=C(C=C(C=C2F)NC(=O)OC(C)(C)C)F)COCC[Si](C)(C)C 4-(4-((tert-butoxycarbonyl)amino)-2,6-difluorophenoxy)-7-((2-(trimethylsilyl)ethoxy)methyl)-7H-Pyrrolo[2,3-d]Pyrimidine-5-carboxylic acid methyl ester